6-oxo-piperidine-3-carboxamide O=C1CCC(CN1)C(=O)N